2-(pyridin-4-yl)but-3-yn-2-ol N1=CC=C(C=C1)C(C)(C#C)O